C1(CC1)C=1C=C(C=CC1)C(C)NC(C1=C(C=CC(=C1)NC(C(C)C)=O)OCC)=O N-(1-(3-cyclopropylphenyl)ethyl)-2-ethoxy-5-isobutyrylaminobenzamide